N-(3-(dimethylamino)propyl)-4-[124I]iodobenzamide CN(CCCNC(C1=CC=C(C=C1)[124I])=O)C